(7R,14R)-11-(4-(3-aminooxetan-3-yl)-3-fluorophenyl)-6-(methyl-d3)-1-((triisopropylsilyl)ethynyl)-6,7-dihydro-7,14-methanobenzo[f]benzo[4,5]imidazo[1,2-a][1,4]diazocin-5(14H)-on NC1(COC1)C1=C(C=C(C=C1)C1=CC2=C(N=C3N2[C@H]2C4=C(C(N([C@@H]3C2)C([2H])([2H])[2H])=O)C=CC=C4C#C[Si](C(C)C)(C(C)C)C(C)C)C=C1)F